5-isopropyl-3-(4-{[2-methyl-6-(trifluoromethyl)phenyl]methoxy}phenyl)imidazolidine-2,4-dione C(C)(C)C1C(N(C(N1)=O)C1=CC=C(C=C1)OCC1=C(C=CC=C1C(F)(F)F)C)=O